(2R)-N-(4-(tert-butyl)phenyl)-1-cyano-N-(2-(cyclohexylamino)-2-oxo-1-(pyridin-3-yl)ethyl)-2-methylazetidine-2-carboxamide C(C)(C)(C)C1=CC=C(C=C1)N(C(=O)[C@@]1(N(CC1)C#N)C)C(C(=O)NC1CCCCC1)C=1C=NC=CC1